(2S,3S)-2-((4-Methoxyphenyl)amino)-N,N-dimethyl-3-phenylbutanamide COC1=CC=C(C=C1)N[C@H](C(=O)N(C)C)[C@@H](C)C1=CC=CC=C1